ClC1=C(C=CC=C1C1=C(C(=NC=C1)C1=CC(=C(C=C1)CNCC1(CC1)O)OC)Cl)C1=CC=C(C(=N1)OC)CNCC1CC1 1-((((6-(2-chloro-3-(3-chloro-2-(4-((((1-hydroxycyclopropyl)methyl)amino)methyl)-3-methoxyphenyl)pyridin-4-yl)phenyl)-2-methoxypyridin-3-yl)methyl)amino)methyl)cyclopropan